ClC1=C(C=CC=C1)[C@]1(C([C@](CCC1)(C)O)=O)NC (2R,6R)-2-(2-chlorophenyl)-6-hydroxy-6-methyl-2-methylaminocyclohexan-1-one